3-(1-oxo-4-{[(1r,4r)-4-[(3,3,3-trifluoropropyl)amino]cyclohexyl]({spiro[3.3]heptan-2-ylmethyl})amino}-3H-isoindol-2-yl)piperidine-2,6-dione O=C1N(CC2=C(C=CC=C12)N(CC1CC2(C1)CCC2)C2CCC(CC2)NCCC(F)(F)F)C2C(NC(CC2)=O)=O